BrC=1C=C(C=C2CCC(CC12)=O)F 8-bromo-6-fluoro-3,4-dihydronaphthalen-2(1H)-one